(E)-1-(3,5-dihydroxyphenyl)-3-(4-((2-(dimethylamino)pyrimidin-5-yl)amino)phenyl)prop-2-en-1-one OC=1C=C(C=C(C1)O)C(\C=C\C1=CC=C(C=C1)NC=1C=NC(=NC1)N(C)C)=O